2-(4-benzyloxy-6-chloro-2-methyl-3-pyridyl)-5-methyl-1,3,4-oxadiazole C(C1=CC=CC=C1)OC1=C(C(=NC(=C1)Cl)C)C=1OC(=NN1)C